N-((1-((2-(3,5-Dichlorophenyl)-6-((6-(piperazin-1-yl)pyridin-3-yl)oxy)pyridin-4-yl)methyl)piperidin-4-yl)methyl)acetamide ClC=1C=C(C=C(C1)Cl)C1=NC(=CC(=C1)CN1CCC(CC1)CNC(C)=O)OC=1C=NC(=CC1)N1CCNCC1